2-chloro-3-cyclopropylpyridine-4-carbaldehyde ClC1=NC=CC(=C1C1CC1)C=O